3-(3-(3-cyclopropyl-1,2,4-thiadiazol-5-yl)-7-(2,4-dimethoxybenzyl)-5,6,7,8-tetrahydro-[1,2,4]triazolo[4,3-a]pyrazin-8-yl)propionitrile C1(CC1)C1=NSC(=N1)C1=NN=C2N1CCN(C2CCC#N)CC2=C(C=C(C=C2)OC)OC